bis-[3-ethyl-benzothiazoline-6-sulfonic acid] diammonium salt [NH4+].[NH4+].C(C)N1CSC2=C1C=CC(=C2)S(=O)(=O)[O-].C(C)N2CSC1=C2C=CC(=C1)S(=O)(=O)[O-]